isobutyric acid (3S,6S,7R,8R)-8-benzyl-3-[3-[(isobutyryloxy) methoxy]-4-methoxypyridinamido]-6-methyl-4,9-dioxo-1,5-dioxononan-7-yl ester C(C1=CC=CC=C1)[C@H]([C@H]([C@@H](C(C([C@H](CC=O)NC(=O)C1=NC=CC(=C1OCOC(C(C)C)=O)OC)=O)=O)C)OC(C(C)C)=O)C=O